FC1=C(N=CC2=C1N=C(N=C2N2C[C@H]1C[C@H]([C@@H](C2)C1)O)OC[C@]12CCCN2C[C@@H](C1)F)C1=CC(=C(C2=CC=CC=C12)F)O (1R,5R,6R)-3-(8-fluoro-7-(4-fluoro-3-hydroxynaphthalen-1-yl)-2-(((2R,7aS)-2-fluorotetrahydro-1H-pyrrolizin-7a(5H)-yl)methoxy)pyrido[4,3-d]pyrimidin-4-yl)-3-azabicyclo[3.2.1]octan-6-ol